2-bromo-5-methyl-4,5-dihydropyrazolo[1,5-a]pyrazin-6(7H)-one BrC1=NN2C(CN(C(C2)=O)C)=C1